7-(3-(cyclopropylsulfonyl)phenyl)-2-(1-methyl-1H-pyrazol-4-yl)furo[3,2-b]pyridine C1(CC1)S(=O)(=O)C=1C=C(C=CC1)C1=C2C(=NC=C1)C=C(O2)C=2C=NN(C2)C